(S)-4-(benzyloxy)-2-methyl-4-oxobutanoic acid C(C1=CC=CC=C1)OC(C[C@@H](C(=O)O)C)=O